3-chloro-2-[3-(2-{[1-(2,2-difluoroethyl)-1H-pyrazol-4-yl]sulfonyl}-2H,4H,5H,6H-pyrrolo[3,4-c]pyrazole-5-carbonyl)oxetan-3-yl]pyridine ClC=1C(=NC=CC1)C1(COC1)C(=O)N1CC2=NN(C=C2C1)S(=O)(=O)C=1C=NN(C1)CC(F)F